CN(CCOC1=CC=C(C=C1)N1C(C(=CC2=C1N=C(N=C2)S(=O)(=O)C)N2CCN(C1=C(C=CC=C21)C)C(=O)OCC2=CC=CC=C2)=O)C benzyl 4-[8-[4-[2-(dimethylamino) ethoxy] phenyl]-2-methylsulfonyl-7-oxo-pyrido[2,3-d]pyrimidin-6-yl]-8-methyl-2,3-dihydroquinoxaline-1-carboxylate